4,4'-(2-methylpropylene)bisphenol CC(CC1=CC=C(C=C1)O)(C)C1=CC=C(C=C1)O